FC1=C(C=CC(=C1)C(F)(F)F)NC(=O)N 2-fluoro-4-(trifluoromethyl)phenylurea